9-methyl-4-(6-oxo-1,6-dihydropyridazin-4-yl)-3,4,7,15-tetraazatricyclo[12.3.1.02,6]Octadecan-1(18),2,5,14,16-pentaen-8-one CC1C(NC2=CN(N=C2C=2C=CN=C(CCCC1)C2)C=2C=NNC(C2)=O)=O